COC(CNC(CC1=CC(OC2=CC(=CC=C12)O)=O)=O)=O (2-(7-hydroxy-2-oxo-2H-chromen-4-yl)acetyl)glycine methyl ester